FC1=CC=C(C=C1)C=1N=C2N(C=CN=C2)C1NC1=CC=C(C(=O)OC)C=C1 methyl 4-((2-(4-fluorophenyl)imidazo[1,2-a]pyrazin-3-yl)amino)benzoate